CS(=O)(=O)NC=1C=C2C3(CN(C2=CC1)C(=O)C=1C=C(C=CC1)S(=O)(=O)NC1COC1)CCC1(CC3)CC1 3-(5''-(methylsulfonamido)dispiro[cyclopropane-1,1'-cyclohexane-4',3''-indoline]-1''-carbonyl)-N-(oxetan-3-yl)benzenesulfonamide